N,N-diethylaminoethyl acrylate C(C=C)(=O)OCCN(CC)CC